2-(3-fluoro-2-methoxyphenyl)acetamide FC=1C(=C(C=CC1)CC(=O)N)OC